9-(4-morpholin-4-ylphenyl)-3,4,6,7,8,9-hexahydropyrido[2,1-c][1,2,4]thiadiazine 2,2-dioxide N1(CCOCC1)C1=CC=C(C=C1)C1CCCN2C1=NS(CC2)(=O)=O